5-((2-(Ethyl-(isopropyl)carbamoyl)thiophen-3-yl)oxy)pyrimidine-1-oxide C(C)N(C(=O)C=1SC=CC1OC=1C=NC=[N+](C1)[O-])C(C)C